(E)-3-((4-(2-(5-cyclopropyl-3-(3,5-dichloropyridin-4-yl)isoxazol-4-yl)vinyl)-2-oxabicyclo[2.2.2]oct-1-yl)methoxy)-5-(difluoromethoxy)benzoic acid C1(CC1)C1=C(C(=NO1)C1=C(C=NC=C1Cl)Cl)/C=C/C12COC(CC1)(CC2)COC=2C=C(C(=O)O)C=C(C2)OC(F)F